CC1(OB(OC1(C)C)C1=CC=C(C=C1)C(F)(F)F)C 4,4,5,5-tetramethyl-2-[4-(trifluoromethyl)phenyl]-1,3,2-dioxaborolane